ClC1=CC2=C(N=C(O2)N[C@@H](C)C2=NC=NN2C2=NC=C(C=N2)C2COC2)C=C1C(F)(F)F 6-Chloro-N-[(1S)-1-{1-[5-(oxetan-3-yl)pyrimidin-2-yl]-1H-1,2,4-triazol-5-yl}ethyl]-5-(trifluoromethyl)-1,3-benzooxazol-2-amine